Cl.C(CCCCCCCCCCCCCCCCC)N stearylamine-HCl